C(C)(C)(C)NS(=O)(=O)C1=CC=C(C=C1)N1CC2=C(CC(C1=O)NC(C1=CC=C(C=C1)F)=O)C=CC=C2 N-(2-(4-(N-tert-butylsulfamoyl)phenyl)-3-oxo-2,3,4,5-tetrahydro-1H-benzo[c]azepin-4-yl)4-fluorobenzamide